CC1N2C(C3=CC=CC=C3C1)CCC2=O 5-methyl-1,5,6,10b-tetrahydropyrrolo[2,1-a]isoquinolin-3(2H)-one